ClC1=C(C=CC=C1)CC(=O)NC=1C=C(C2=CN(N=C2C1)CCO)S(N)(=O)=O 2-(2-chlorophenyl)-N-(2-(2-hydroxyethyl)-4-sulfamoyl-2H-indazol-6-yl)acetamide